methyl 7-[4-(tert-butoxycarbonyl) piperazin-1-yl]-2-methyl-1,2,3-benzotriazole-4-carboxylate C(C)(C)(C)OC(=O)N1CCN(CC1)C1=CC=C(C=2C1=NN(N2)C)C(=O)OC